The molecule is an lipid IVA oxoanion arising from deprotonation of the phosphate OH groups of lipid IVB; major species at pH 7.3. CCCCCCCCCCCCCCCC(=O)O[C@H](CCCCCCCCCCC)CC(=O)N[C@@H]1[C@H]([C@@H]([C@H](O[C@@H]1OP(=O)([O-])[O-])CO[C@H]2[C@@H]([C@H]([C@@H]([C@H](O2)CO)OP(=O)([O-])[O-])OC(=O)C[C@@H](CCCCCCCCCCC)O)NC(=O)C[C@@H](CCCCCCCCCCC)O)O)OC(=O)C[C@@H](CCCCCCCCCCC)O